NC=1C2=C(N=CN1)N(C(=C2Br)C2=CC=C(C=C2)NC(C=C)=O)C N-(4-{4-amino-5-bromo-7-methyl-7H-pyrrolo[2,3-d]pyrimidin-6-yl}phenyl)prop-2-enamide